C1(=CC=CC2=CC=CC=C12)[C@@H](C)NC(C=1C(C(=O)O)=CC=CC1)=O N-[(R)-1-(1-naphthyl)ethyl]-phthalamic acid